potassium 2,6-difluoro-4-bromophenol FC1=C(C(=CC(=C1)Br)F)O.[K]